N-[5-(4-phenylpiperazin-1-yl)-1-(triisopropylsilyl)indol-3-yl]propanamide C1(=CC=CC=C1)N1CCN(CC1)C=1C=C2C(=CN(C2=CC1)[Si](C(C)C)(C(C)C)C(C)C)NC(CC)=O